5-[1-(2-fluoro-6-methyl-phenyl)-piperidin-4-yl]-2-[1-(5-isopropyl-[1,3,4]oxadiazol-2-yl)-azetidin-3-yl]-7-(2-trifluoromethyl-benzyl)-2,4,5,7-tetrahydro-pyrazolo[3,4-d]pyrimidin-6-one FC1=C(C(=CC=C1)C)N1CCC(CC1)N1C(N(C=2C(C1)=CN(N2)C2CN(C2)C=2OC(=NN2)C(C)C)CC2=C(C=CC=C2)C(F)(F)F)=O